C(CCCCCCCCC)OC(C)CCCC 2-hexyl decyl ether